3-[(tert-butoxycarbonyl-amino)methyl]cyclobutane-carboxylic acid C(C)(C)(C)OC(=O)NCC1CC(C1)C(=O)O